O=C1NC(CCC1NC1=CC=C(C=C1)[N-]CCCCCCCN[C@@H]1[C@@]2(CC[C@H](C1)C2(C)C)C)=O N-(4-((2,6-dioxopiperidin-3-yl)amino)phenyl)-7-(((1R,2S,4R)-1,7,7-trimethylbicyclo[2.2.1]heptane-2-yl)amino)heptylamide